tritylmethyldimethyl-amine C(C1=CC=CC=C1)(C1=CC=CC=C1)(C1=CC=CC=C1)CN(C)C